3-(4-cyclopropylphenyl)-7-((2,2,2-trifluoroethyl)amino)quinazolin-4(3H)-one C1(CC1)C1=CC=C(C=C1)N1C=NC2=CC(=CC=C2C1=O)NCC(F)(F)F